N1(CCCC2=NC=CC=C12)C1=NN(C2=NC(=CN=C21)N2CCC(CC2)(CC)CNC(OC(C)(C)C)=O)C2OCCCC2 tert-butyl ((1-(3-(3,4-dihydro-1,5-naphthyridin-1(2H)-yl)-1-(tetrahydro-2H-pyran-2-yl)-1H-pyrazolo[3,4-b]pyrazin-6-yl)-4-ethylpiperidin-4-yl)methyl)carbamate